ClC1=NC=C(C(=N1)NC1=C(C=CC(=C1)[N+](=O)[O-])F)N1CCOCC1 2-chloro-N-(2-fluoro-5-nitrophenyl)-5-(morpholin-4-yl)pyrimidin-4-amine